FC1=C(C=CC=C1)NC1N(C(=NC(=N1)N)N1CCCC1)C1=C(C=CC=C1)F N,N1-Bis-(2-fluorophenyl)-6-pyrrolidin-1-yl-[1,3,5]triazine-2,4-diamine